N-hydroxy-3-(4-propylphenyl)propionamidine ONC(CCC1=CC=C(C=C1)CCC)=N